9-(4-chloro-2-fluoro-phenyl)-2,3-dimethyl-7-[(2R)-2-(1H-pyrazol-4-yl)morpholin-4-yl]pyrazino[1,2-a]pyrimidin-4-one ClC1=CC(=C(C=C1)C1=NC(=CN2C1=NC(=C(C2=O)C)C)N2C[C@H](OCC2)C=2C=NNC2)F